1,1,1,3,3,3-hexafluoro-propan-2-yl (±)-1-((2-(trifluoro-methyl)pyrimidin-5-yl)carbamoyl)-6-azaspiro[2.5]-octane-6-carboxylate FC(C1=NC=C(C=N1)NC(=O)[C@@H]1CC12CCN(CC2)C(=O)OC(C(F)(F)F)C(F)(F)F)(F)F |r|